C(C=C)(=O)N1CCN(CC1)C1=C(C(N(C2=NC(=C(C=C12)Cl)C1=C(C(=C(C(=C1F)F)F)Cl)N)C=1C(=NC=CC1C)C(C)C)=O)C#N 4-(4-propenoylpiperazin-1-yl)-7-(2-amino-3-chloro-4,5,6-trifluorophenyl)-6-chloro-1-(2-isopropyl-4-methylpyridin-3-yl)-2-oxo-1,2-dihydro-1,8-naphthyridine-3-carbonitrile